tert-butyl-4-((4-(3-(2,6-bis(benzyloxy)pyridin-3-yl)-7-fluoro-1-methyl-1H-indazol-6-yl)-3,6-dihydropyridin-1(2H)-yl)methyl)-3-methylpiperidine-1-carboxylate C(C)(C)(C)OC(=O)N1CC(C(CC1)CN1CCC(=CC1)C1=CC=C2C(=NN(C2=C1F)C)C=1C(=NC(=CC1)OCC1=CC=CC=C1)OCC1=CC=CC=C1)C